2-Pentyl-octanol C(CCCC)C(CO)CCCCCC